1,5-diphenyl-penta-2,4-diene C1(=CC=CC=C1)CC=CC=CC1=CC=CC=C1